COC1=C(CCN2[C@@H]3CCC[C@H]2CC3)C=CC=C1 (1R,5S)-8-(2-methoxyphenethyl)-8-azabicyclo[3.2.1]octane